3-(4-Methoxy-3-nitrophenoxy)-benzonitrile COC1=C(C=C(OC=2C=C(C#N)C=CC2)C=C1)[N+](=O)[O-]